6-(3-amino-1-(glycyl-L-phenylalanyl)-1H-indazol-4-yl)-N-(4-fluoro-3-methylphenyl)-1-naphthamide NC1=NN(C2=CC=CC(=C12)C=1C=C2C=CC=C(C2=CC1)C(=O)NC1=CC(=C(C=C1)F)C)C([C@@H](NC(CN)=O)CC1=CC=CC=C1)=O